2-[4-[[(3S)-1-cyclopropyl-3-piperidyl]amino]phthalazin-1-yl]-5-methylsulfonyl-phenol C1(CC1)N1C[C@H](CCC1)NC1=NN=C(C2=CC=CC=C12)C1=C(C=C(C=C1)S(=O)(=O)C)O